ClC1=C(C=CC=C1C1=C(C(=NC=C1)C1=CC(=C(C=C1)CNC1CCC(CC1)O)OC)Cl)C1=CC=C(C(=N1)OC)CNC1CCC(CC1)O (1r,4s)-4-(((6-(2-chloro-3-(3-chloro-2-(4-((((1r,4r)-4-hydroxycyclohexyl)amino)methyl)-3-methoxyphenyl)pyridin-4-yl)phenyl)-2-methoxypyridin-3-yl)methyl)amino)cyclohexan-1-ol